(R)-7-bromo-5-fluorochroman-3-amine BrC1=CC(=C2C[C@H](COC2=C1)N)F